ClC1=C(C(=CC=C1)O)C1=C(C2=C(CN3[C@@H](CO2)CN(CC3)C(=O)OC(C)(C)C)C=C1C#C)C Tert-butyl (12aR)-9-(2-chloro-6-hydroxyphenyl)-8-ethynyl-10-methyl-3,4,12,12a-tetrahydro-6H-pyrazino[2,1-c][1,4]benzoxazepine-2(1H)-carboxylate